C(=O)O.C(#N)C=1C(=NC=C(C1C1=CC(=C(C=C1)C#N)F)C1=CC(=C(C(=C1)O)C)F)N1CCC(CC1)NCC1=CC=C(C=C1)/C=C/C(=O)NO (E)-3-(4-(((1-(3-Cyano-4-(4-cyano-3-fluorophenyl)-5-(3-fluoro-5-hydroxy-4-methylphenyl)pyridin-2-yl)piperidin-4-yl)amino)methyl)phenyl)-N-hydroxyacrylamide formate